NC1=C(C=C2C(=N1)C=C(N2COCC[Si](C)(C)C)C(=O)N([C@@H]2CCCC=1C=CC=NC21)CC2=CC=C(C=N2)C2=C(C=NC=C2F)F)C (R)-5-amino-N-((3',5'-difluoro-[3,4'-bipyridin]-6-yl)methyl)-6-methyl-N-(5,6,7,8-tetrahydroquinolin-8-yl)-1-((2-(trimethylsilyl)ethoxy)methyl)-1H-pyrrolo[3,2-b]pyridine-2-carboxamide